4-methyl-3-(methylsulfonyl)-N-((2-(6-(2-(morpholinomethyl)pyrrolidin-1-yl)pyridin-2-yl)-1,6-naphthyridin-7-yl)methyl)benzamide CC1=C(C=C(C(=O)NCC2=NC=C3C=CC(=NC3=C2)C2=NC(=CC=C2)N2C(CCC2)CN2CCOCC2)C=C1)S(=O)(=O)C